2-(4-allylpiperazin-1-yl)-1-(3-amino-4-isopropoxyphenyl)ethan-1-one C(C=C)N1CCN(CC1)CC(=O)C1=CC(=C(C=C1)OC(C)C)N